OC(CCCCCCCCCCCCCCCCC(=O)[O-])CCCCCCCCCCCCCCCCC(=O)[O-] 2-hydroxypropane-1,3-diyldipalmitate